4-Cyclopropyl-6-((6-fluoro-2-methylpyridin-3-yl)oxy)-2-methyl-3-(trifluoromethyl)benzoic acid C1(CC1)C1=C(C(=C(C(=O)O)C(=C1)OC=1C(=NC(=CC1)F)C)C)C(F)(F)F